C1(=CC=CC=C1)N(C(=O)N1C2C(NCC1CC2)C(=O)O)C2=CC=CC=C2 8-(diphenylcarbamoyl)-3,8-diazabicyclo[3.2.1]octane-2-carboxylic acid